3,6-dibromo-alpha-(1-piperazinylmethyl)-9H-carbazole-9-glycolic acid dihydrochloride Cl.Cl.BrC=1C=CC=2N(C3=CC=C(C=C3C2C1)Br)C(C(=O)O)(O)CN1CCNCC1